(R)-(2-((5-chloro-2-((3-chloro-4-(2-(3-(dimethylamino)pyrrolidin-1-yl)-7-azaspiro[3.5]nonan-7-yl)phenyl)amino)pyrimidin-4-yl)amino)phenyl)dimethyl-phosphine oxide ClC=1C(=NC(=NC1)NC1=CC(=C(C=C1)N1CCC2(CC(C2)N2C[C@@H](CC2)N(C)C)CC1)Cl)NC1=C(C=CC=C1)P(C)(C)=O